C(C)OC1=C(C=C(C=C1)OCC)NCC1=C(C(=CC=C1)OCC)O 2-{[(2,5-diethoxyphenyl)amino]methyl}-6-ethoxyphenol